NC=1C=C2C(=NC1N1C(COCC1)CO)OC(C2)(C)C (4-(5-amino-2,2-dimethyl-2,3-dihydrofuro[2,3-B]pyridin-6-yl)morpholin-3-yl)methanol